CCCCCCCC/C=C\\CCCCCCCC(=O)O[C@H](CO)COP(=O)([O-])OC[C@@H](C(=O)[O-])[NH3+] The molecule is a 2-acyl-sn-glycero-3-phosphoserine(1-) that is the conjugate base of 2-oleoyl-sn-glycero-3-phosphoserine, in which the carboxy and phosphate groups are anionic and the amino group is cationic; major species at pH 7.3. It is a conjugate base of a 2-oleoyl-sn-glycero-3-phosphoserine.